benzyloxy-2'-hydroxy-3'-methylpropiophenone C(C1=CC=CC=C1)OC(C(=O)C1=C(C(=CC=C1)C)O)C